(R)-3-(4-(1-aminoethyl)-4-cyanopiperidin-1-yl)-6-(2,3-dichlorophenyl)-5-methylpyrazine-2-carboxylic acid ethyl ester C(C)OC(=O)C1=NC(=C(N=C1N1CCC(CC1)(C#N)[C@@H](C)N)C)C1=C(C(=CC=C1)Cl)Cl